C(C)C1(C(OCC=2C(N3CC=4C(=NC=5C=C(C(=CC5C4)OC)F)C3=CC21)=O)=O)O 4-ethyl-8-fluoro-4-hydroxy-9-methoxy-1,12-dihydro-14H-pyrano[3',4':6,7]indolizino[1,2-b]quinoline-3,14(4H)-dione